6-[4-[[3-(2-fluoroethoxy)phenyl]-phenyl-methyl]piperidine-1-carbonyl]-4H-1,4-benzoxazin-3-one FCCOC=1C=C(C=CC1)C(C1CCN(CC1)C(=O)C=1C=CC2=C(NC(CO2)=O)C1)C1=CC=CC=C1